(Z)-13-(heptadec-8-en-1-yl)-3-(2-hydroxyethyl)-11,11,29-trimethyl-10,12,14-trioxa-3-aza-11-silatriacontan-1-ol C(CCCCCC\C=C/CCCCCCCC)C(O[Si](OCCCCCCN(CCO)CCO)(C)C)OCCCCCCCCCCCCCCC(C)C